2-bromo-3-hydroxypyridine BrC1=NC=CC=C1O